C(C)OC1=CC=C(C=C1)C#CC#N 3-(4-ethoxyphenyl)-2-propynenitrile